CC(=C(C(=O)N)CCCC)C dimethyl-butyl-acrylamide